CO[C@H]1C(N2CCN(C3=CC(=CC(C=4C=NN5C=CC(OC[C@@H]2C1)=NC45)=C3)C#N)S(=O)(=O)C3=C(C=CC=C3)[N+](=O)[O-])=O (12R,14S)-12-methoxy-7-(2-nitrobenzenesulfonyl)-11-oxo-16-oxa-7,10,20,21,24-pentaazapentacyclo[15.5.2.12,6.010,14.020,23]pentacosa-1(23),2(25),3,5,17(24),18,21-heptaene-4-carbonitrile